NC1=CC=C(CCNC(OC(C)(C)C)=O)C=C1 Tert-butyl (4-aminophenethyl)carbamate